3-(3-([1,1'-biphenyl]-3-yl)acryloyl)-4-benzyl-5,5-dimethyloxazolidin-2-one C1(=CC(=CC=C1)C=CC(=O)N1C(OC(C1CC1=CC=CC=C1)(C)C)=O)C1=CC=CC=C1